ClC1=CC=CC2=C1N(C(N2C2CC2)=O)C2=CC=C(C=C2)C[C@@H](C(=O)O)NC(C2=C(C=CC=C2Cl)Cl)=O (S)-3-(4-(7-chloro-3-cyclopropyl-2-oxo-2,3-dihydro-1H-benzo[d]imidazol-1-yl)phenyl)-2-(2,6-dichlorobenzoylamino)propionic acid